1-(4-nitro-2-trifluoromethylphenyl)ethan-1-one [N+](=O)([O-])C1=CC(=C(C=C1)C(C)=O)C(F)(F)F